1,4-diamino-2-methylcyclohexane NC1C(CC(CC1)N)C